F[P-](F)(F)(F)(F)F.C(CCCCC)OC1=CC=C(C=C1)[I+]C1=C(C=C(C=C1OC)OC)OC 4-hexyloxyphenyl-2,4,6-trimethoxyphenyl-iodonium hexafluorophosphate